C(#N)CCOP(OCCC#N)(O)=O phosphoric acid di(cyanoethyl) ester